3-{[8-(1-methyl-1H-indol-6-yl)quinoxalin-6-yl]amino}-N-(1-methylazetidin-3-yl)pyridine CN1C=CC2=CC=C(C=C12)C=1C=C(C=C2N=CC=NC12)NC=1CN(C=CC1)C1CN(C1)C